FC=1C(=NC(=NC1)NC=1C(=NN(C1)C)OC)C1=CNC2=C(C=CC=C12)NC(=O)[C@@H]1N(CCC1)[C@@H]1CNCC1 (2R,3'S)-N-(3-(5-fluoro-2-((3-methoxy-1-methyl-1H-pyrazol-4-yl)amino)pyrimidin-4-yl)-1H-indol-7-yl)-[1,3'-bipyrrolidine]-2-carboxamide